OC1(CNC1)[C@@H](C)OC=1C=NC=C(C1C1=CC(=NN1)NC=1N=CC(=NC1)C#N)OC 5-[(5-{3-[(1R)-1-(3-Hydroxyazetidine-3-yl)ethoxy]-5-methoxypyridin-4-yl}-1H-pyrazole-3-yl)amino]Pyrazine-2-carbonitrile